propyl gallate (propyl 3,4,5-trihydroxybenzoate) C(CC)C1=C(C(=O)O)C=C(C(=C1O)O)O.C(C1=CC(O)=C(O)C(O)=C1)(=O)OCCC